(5-chloro-1-methyl-1H-indol-2-yl)(4-(thiazol-2-carbonyl)piperidin-1-yl)methanone ClC=1C=C2C=C(N(C2=CC1)C)C(=O)N1CCC(CC1)C(=O)C=1SC=CN1